ClC=1C(=C(C=CC1)C=1CCSC2=C(C1C1=CC=C(C=C1)O[C@@H]1CN(CC1)CCCF)C=CC(=C2)O)C 4-(3-chloro-2-methyl-phenyl)-5-[4-[(3S)-1-(3-fluoropropyl)pyrrolidin-3-yl]oxyphenyl]-2,3-dihydro-1-benzothiepin-8-ol